C(#N)C=1C=C(C=C(C1)C(F)F)N1N=CC(=C1)[C@H](C(=O)NC1=NNC(=C1)C1CC1)C (R)-2-(1-(3-cyano-5-(difluoromethyl)phenyl)-1H-pyrazol-4-yl)-N-(5-cyclopropyl-1H-pyrazol-3-yl)propanamide